(2S)-2-[4-bromo-5-fluoro-2-(4-ethoxy-4,5-dihydroisoxazol-3-yl)phenoxy]propionic acid tert-butyl ester C(C)(C)(C)OC([C@H](C)OC1=C(C=C(C(=C1)F)Br)C1=NOCC1OCC)=O